1-(2-aminophenyl)-3-trimethylsilylprop-2-yn-1-one NC1=C(C=CC=C1)C(C#C[Si](C)(C)C)=O